N1(CCCC1)CCCCNC(NC1=C(C2=C(CNCC2)S1)C(=O)N)=O 2-{3-[4-(pyrrolidin-1-yl)butyl]ureido}-4,5,6,7-tetrahydrothieno[2,3-c]pyridine-3-carboxamide